2-((3-(4-(difluoromethyl)-5-isopropoxypyridin-2-yl)-1,2,4-thiadiazol-5-yl)amino)-N,N-dimethylnicotinamide FC(C1=CC(=NC=C1OC(C)C)C1=NSC(=N1)NC1=C(C(=O)N(C)C)C=CC=N1)F